ClC1=NC=CC2=C1C(OC2O)C 4-chloro-3-methyl-1,3-dihydrofuro[3,4-c]pyridin-1-ol